CN1N=C2C=CC(=C(C2=C1)C)C1=CC=C(N=N1)NC1C[C@@H]2[C@@H](CN(C2)C([2H])([2H])[C@H]2COCCC2)C1 (3aR,5s,6aS)-N-(6-(2,4-dimethyl-2H-indazol-5-yl)pyridazin-3-yl)-2-(((S)-tetrahydro-2H-pyran-3-yl)methyl-d2)octa-hydrocyclopenta-[c]pyrrol-5-amine